C(C1CO1)OCCC[Si](OCC)(OCC)C gamma-glycidoxypropyl-methyldiethoxysilane